ClC1=NC(=CC(=C1)C=1C(=NN2C1N=C(C=C2)C(=O)N[C@H]2CN(C[C@H]2O)C(=O)OC(C)(C)C)C2=CC(=CC=C2)C#N)C tert-Butyl (3S,4R)-3-[[3-(2-chloro-6-methyl-4-pyridyl)-2-(3-cyanophenyl)pyrazolo[1,5-a]pyrimidine-5-carbonyl]amino]-4-hydroxy-pyrrolidine-1-carboxylate